FC(N1C(=NC2=C1C=CC=C2)N2CCC(CC2)NC2=C(C=C1C(=NN(C1=C2)C)C2=CC(=CC=C2)F)F)F N-(1-(1-(difluoromethyl)-1H-benzo[d]imidazol-2-yl)piperidin-4-yl)-5-fluoro-3-(3-fluorophenyl)-1-methyl-1H-indazol-6-amine